BrC1=C(C=C2C(CC(N(C2=C1)C1=C(C=CC=C1)C(C)C)=O)=O)F 7-Bromo-6-fluoro-1-(2-isopropylphenyl)quinoline-2,4(1H,3H)-dione